(2,5,7-trimethyl-1H-indol-3-yl)acetic acid CC=1NC2=C(C=C(C=C2C1CC(=O)O)C)C